N1(CCNCC1)C=1C(=NC(=NC1)N)C1=NC=CC=C1 piperazin-1-yl-(pyridin-2-yl)pyrimidin-2-amine